C1(CC1)C=1N=NN(C1)[C@H](C(=O)N1[C@@H](C[C@H](C1)O)C(=O)NC1(CC1)C1=NOC=N1)C(C)(C)C (2S,4r)-1-[(2S)-2-(4-cyclopropyl-triazol-1-yl)-3,3-dimethyl-butyryl]-4-hydroxy-N-[1-(1,2,4-oxadiazol-3-yl)cyclopropyl]pyrrolidine-2-carboxamide